NC1CC=C(CC1)C=1C=C(C=2N(C1)C[C@H](N2)C)C(=O)N[C@H](C)C2=C(C(=CC=C2)C(F)(F)F)F (2R)-6-(4-aminocyclohexen-1-yl)-N-[(1R)-1-[2-fluoro-3-(trifluoromethyl)phenyl]ethyl]-2-methyl-2,3-dihydroimidazo[1,2-a]pyridine-8-carboxamide